CON=C1CNCC1 Pyrrolidin-3-one O-methyloxime